(R)-(+)-2-methylpropane-2-sulfinamide CC(C)(C)[S@@](=O)N